tert-butyl (S)-4-(7-(benzothien-7-yl)-8-fluoro-2-(((S)-1-methylpyrrolidin-2-yl)methoxyl)pyridino[4,3-d]pyrimidin-4-yl)-2-(cyanomethyl)piperazine-1-carboxylate S1C=CC2=C1C(=CC=C2)C2=C(C=1N=C(N=C(C1C=N2)N2C[C@@H](N(CC2)C(=O)OC(C)(C)C)CC#N)OC[C@H]2N(CCC2)C)F